C(C)[Si](N(CC)CC)(CC)CC N-(triethylsilyl)diethylamine